(R)-1-(4-((3-fluoro-[1,1'-biphenyl]-4-yl)methyl)-2-methylpiperazine-1-carbonyl)-1H-pyrazole-3-carboxylic acid FC=1C=C(C=CC1CN1C[C@H](N(CC1)C(=O)N1N=C(C=C1)C(=O)O)C)C1=CC=CC=C1